(2S,3R)-3-((2-amino-6-methylpyridin-4-yl)methyl)-N2-(1-methyl-1H-pyrazol-4-yl)-N1-((R)-1-(4-fluoro-3-methylphenyl)propyl)-N2-methyl-4-oxoazetidine-1,2-dicarboxamide NC1=NC(=CC(=C1)C[C@@H]1[C@H](N(C1=O)C(=O)N[C@H](CC)C1=CC(=C(C=C1)F)C)C(=O)N(C)C=1C=NN(C1)C)C